C(CCC)C1=CC(=C(C=C1SC)CC(C)N)OC 1-(4-butyl-2-methoxy-5-(methylthio)phenyl)propan-2-amine